C(C)(=O)N1CC(OCC1)CNC(=O)C1CN(C1)C1=C(C=C2C(C(=CN(C2=N1)C=1SC=CN1)C(=O)O)=O)F 7-(3-{[(4-acetylmorpholin-2-yl)methyl]carbamoyl}azetidin-1-yl)-6-fluoro-4-oxo-1-(1,3-thiazol-2-yl)-1,4-dihydro-1,8-naphthyridine-3-carboxylic acid